2-((2-(3-((2-ethylhexyl)oxy)-5-pentadecylphenoxy)ethyl)amino)ethanol C(C)C(COC=1C=C(OCCNCCO)C=C(C1)CCCCCCCCCCCCCCC)CCCC